N-methyl-6-[4-(1H-pyrazol-4-yl)-1,3-benzothiazol-7-yl]-N-(2,2,6,6-tetramethyl-4-piperidyl)-1,2,4-triazin-3-amine CN(C=1N=NC(=CN1)C1=CC=C(C=2N=CSC21)C=2C=NNC2)C2CC(NC(C2)(C)C)(C)C